C1(CCCC1)CN1C[C@H]([C@@H](CC1)N1N=CC(=C1)C1(NC=C(C(=N1)NC)C(F)(F)F)N)F 2-(1-((trans)-1-(cyclopentylmethyl)-3-fluoropiperidin-4-yl)-1H-pyrazol-4-yl)-N4-methyl-5-(trifluoromethyl)pyrimidine-2,4-diamine